Tert-butyl 6-((5-amino-7-(butylamino)-3-chloro-1H-pyrazolo[4,3-d]pyrimidin-1-yl) methyl)-5-methoxy-3',6'-dihydro-[3,4'-bipyridine]-1'(2'H)-carboxylate NC=1N=C(C2=C(N1)C(=NN2CC2=C(C=C(C=N2)C=2CCN(CC2)C(=O)OC(C)(C)C)OC)Cl)NCCCC